bis(4-aminobenzyl)-p-phenylenediamine NC1=CC=C(CNC2=CC=C(C=C2)NCC2=CC=C(C=C2)N)C=C1